N-(5-((6-((S)-3-benzylisoxazolidine-2-yl)pyrimidine-4-yl)amino)-2-(4-(4-cyclopropyl-piperazine-1-yl)piperidine-1-yl)-4-methoxy-phenyl)acrylamide C(C1=CC=CC=C1)[C@@H]1N(OCC1)C1=CC(=NC=N1)NC=1C(=CC(=C(C1)NC(C=C)=O)N1CCC(CC1)N1CCN(CC1)C1CC1)OC